C(C)N1N=CC2=C1N(C(C=1C=C(C=C(C21)C(C)NC=2C(=NC(=CC2)C)C=2C=NN(C2)C)C)=O)C 3-ethyl-4,7-dimethyl-9-(1-((6-methyl-2-(1-methyl-1H-pyrazol-4-yl)pyridin-3-yl)amino)ethyl)-3,4-dihydro-5H-pyrazolo[3,4-c]isoquinolin-5-one